CS(=O)(=O)OCCC=1N=C2N(C=CC(=C2)C2=C(C(=CC=C2OC)Cl)Cl)C1 2-(7-(2,3-dichloro-6-methoxyphenyl)imidazo[1,2-a]pyridin-2-yl)ethyl methanesulfonate